P(OC=C)(OC=C)OC=C trivinyl phosphite